3-(4-((6-morpholinohexyl)thio)-1-oxoisoindolin-2-yl)piperidine-2,6-dione O1CCN(CC1)CCCCCCSC1=C2CN(C(C2=CC=C1)=O)C1C(NC(CC1)=O)=O